N-(4-fluorobenzyl)isonicotinamide FC1=CC=C(CNC(C2=CC=NC=C2)=O)C=C1